3-((5-amino-2-(1H-pyrazol-5-yl)thieno[3,2-b]pyridin-7-yl)amino)-2,2-dimethyl-1-propanoic acid hydrochloride Cl.NC1=CC(=C2C(=N1)C=C(S2)C2=CC=NN2)NCC(C(=O)O)(C)C